methyl 2-{5-[3-(5-bromopyridin-3-yl)benzamido]-2-oxopyridin-1-yl}acetate BrC=1C=C(C=NC1)C=1C=C(C(=O)NC=2C=CC(N(C2)CC(=O)OC)=O)C=CC1